phenyl-triethyl-ammonium n-decanoate C(CCCCCCCCC)(=O)[O-].C1(=CC=CC=C1)[N+](CC)(CC)CC